[4-(hydroxymethyl)4-piperidyl]methanol hydrochloride Cl.OCC1(CCNCC1)CO